2-chloro-9-(2'-methyl-[1,1'-biphenyl]-2-yl)-9H-carbazole ClC1=CC=2N(C3=CC=CC=C3C2C=C1)C1=C(C=CC=C1)C1=C(C=CC=C1)C